C(C(C)(C)C)C1=CC=C(CC2=NOC(=N2)CCC(=O)[O-])C=C1 3-(3-(4-neopentylbenzyl)-1,2,4-oxadiazol-5-yl)propanoate